3-(tert-butyldiphenylsilyloxy)-4,5-dimethoxybenzyl 2,2,2-trichloroacetimidate ClC(C(OCC1=CC(=C(C(=C1)OC)OC)O[Si](C1=CC=CC=C1)(C1=CC=CC=C1)C(C)(C)C)=N)(Cl)Cl